NCC1=CC=C(C=C1)N1C(=NC=2C1=NC(=CC2)OC2CC2)C=2C(=NC=CC2)N 3-(3-(4-(aminomethyl)phenyl)-5-cyclopropoxy-3H-imidazo[4,5-b]pyridin-2-yl)pyridin-2-amine